3-[2-(aminomethyl)-1H-indol-3-yl]-5-hydroxy-2,3-dihydro-1H-isoindol-1-one NCC=1NC2=CC=CC=C2C1C1NC(C2=CC=C(C=C12)O)=O